ClC=1C=C(C(=O)NC2=NC(=CC=C2)C)C=C(C1)C=1C=NC=CC1C 3-chloro-N-(6-methylpyridin-2-yl)-5-(4-methylpyridin-3-yl)benzamide